C(CN1C(=NC2=C1C=CC(=C2OC)C(=O)N)C2=C(C=CC=C2C=2NN(C(N2)=O)C)F)N2C(=NC1=C2C=CC(=C1OC)C(=O)N)C1=C(C=CC=C1C=1NN(C(N1)=O)C)F 1,1'-(Ethane-1,2-diyl)bis(2-(2-fluoro-6-(1-methyl-5-oxo-2,5-dihydro-1H-1,2,4-triazol-3-yl)phenyl)-4-methoxy-1H-benzo[d]imidazole-5-carboxamide)